C(C)N1C(N(C(C12CCN(CC2)CC2CCOCC2)=O)C2=CC(=CC=C2)OC(C)C)=O 1-ethyl-3-(3-isopropoxyphenyl)-8-((tetrahydro-2H-pyran-4-yl)methyl)-1,3,8-triazaspiro[4.5]decane-2,4-dione